2'-hydroxydihydrochalcone potassium salt [K].OC1=C(C(/C=C/C2CC=CC=C2)=O)C=CC=C1